Cl.BrC=1C=C2C(=NC=NN2C1)N1CCC(=CC1)C1=NC=C(C=N1)[C@@](C)(N)C1=CC=C(C=C1)F (S)-1-(2-(1-(6-bromopyrrolo[2,1-f][1,2,4]triazin-4-yl)-1,2,3,6-tetrahydropyridin-4-yl)pyrimidin-5-yl)-1-(4-fluorophenyl)ethan-1-amine hydrochloride